2-(methylsulfonylamino)thiazole-4-carboxamide CS(=O)(=O)NC=1SC=C(N1)C(=O)N